octadecyl-dimethyl-chloramine C(CCCCCCCCCCCCCCCCC)CN(Cl)C